ClC=1C=CC(=C(C1)C1=CC(N(C=C1OC)C(C(=O)O)CC)=O)N1N=NC(=C1)C(F)F 2-[4-{5-chloro-2-[4-(difluoromethyl)-1H-1,2,3-triazol-1-yl]phenyl}-5-methoxy-2-oxopyridin-1(2H)-yl]butanoic acid